[Au].[Pt].[Cr].[Al].[Cr] chromium-aluminum-chromium-platinum-gold